5-chloro-2-methyl-3-nitrobenzoic acid ClC=1C=C(C(=C(C(=O)O)C1)C)[N+](=O)[O-]